FC(CC(C(=O)O)=C)(C(C(C(C(C(F)F)(F)F)(F)F)(F)F)(F)F)F.C(C=C)(=O)OCC(C(C(C(C(C(F)F)(F)F)(F)F)(F)F)(F)F)(F)F 2,2,3,3,4,4,5,5,6,6,7,7-dodecafluoroheptyl acrylate (2,2,3,3,4,4,5,5,6,6,7,7-Dodecafluoroheptyl Acrylate)